2-((benzyloxy)carbonyl)-3-(4-bromophenyl)-5-phenoxycyclohexane C(C1=CC=CC=C1)OC(=O)C1CCC(CC1C1=CC=C(C=C1)Br)OC1=CC=CC=C1